Br.F[C@H]1CNCCCC1 (R)-3-Fluoroazepane hydrobromide